NC1=C(C(OC2=CC=CC=C12)=O)CF aminofluoromethylcoumarin